4-((1H-pyrazol-1-yl)methyl)-[1,3]dioxol N1(N=CC=C1)CC=1OCOC1